(R,Z)-N-(4-((4-([1,2,4]triazolo[1,5-a]pyridin-6-yloxy)-2-methoxy-5-methylphenyl)amino)-7-methoxy-quinazolin-6-yl)-2-fluoro-3-(1-methylpyrrolidin-2-yl)acrylamide N=1C=NN2C1C=CC(=C2)OC2=CC(=C(C=C2C)NC2=NC=NC1=CC(=C(C=C21)NC(/C(=C/[C@@H]2N(CCC2)C)/F)=O)OC)OC